OC=1C=C(C=CC1)CCCNC(C(=O)N)CCC1=CC=CC=C1 2-((3-(3-hydroxyphenyl)propyl)amino)-4-phenylbutyramide